CNC(C1=NC(=C(C=C1)N1CC(N(CC1)CC1=CC=C2C(N(C(NC2=C1)=O)C)=S)=O)C)=O N,6-dimethyl-5-(4-((3-methyl-2-oxo-4-thioxo-1,2,3,4-tetrahydroquinazolin-7-yl)methyl)-3-oxopiperazin-1-yl)picolinamide